N-((5-(1-(1-((tert-butyldimethylsilyl)oxy)but-3-en-2-yl)-6-oxo-1,6-dihydropyridin-3-yl)-2,3-dihydro-1H-inden-4-yl)carbamoyl)methanesulfonamide [Si](C)(C)(C(C)(C)C)OCC(C=C)N1C=C(C=CC1=O)C=1C(=C2CCCC2=CC1)NC(=O)NS(=O)(=O)C